FC1=C2C=CC=NC2=CC=C1NC1=NC=NC2=CC(=CC(=C12)O[C@H](C)C1COC1)C=1C=NN(C1)CC(C)(O)C (R)-1-(4-(4-(5-fluoroquinolin-6-ylamino)-5-(1-(oxetan-3-yl)ethoxy)quinazolin-7-yl)-1H-pyrazol-1-yl)-2-methylpropan-2-ol